2-((3r,5s)-5-(aminomethyl)-3-(2,5-dioxo-2,5-dihydro-1H-pyrrol-1-yl)-2-oxopyrrolidin-1-yl)acetic acid NC[C@@H]1C[C@H](C(N1CC(=O)O)=O)N1C(C=CC1=O)=O